Cl.C(C)N=C=NCCCN(C)C 3-(ethyliminomethyleneamino)-N,N-dimethylpropan-1-amine hydrochloride